NC1=CC(=C(N=N1)C1=C(C=C(C=O)C=C1)OCOCC)C 4-(6-Amino-4-methylpyridazin-3-yl)-3-(ethoxymethoxy)benzaldehyde